O=C1N(C(CC1)=O)OC(CN1CCN(CCN(CCN(CC1)CC(=O)OC(C)(C)C)CC(=O)OC(C)(C)C)CC(=O)OC(C)(C)C)=O tri-tert-butyl 2,2',2''-(10-(2-((2,5-dioxopyrrolidin-1-yl)oxy)-2-oxoethyl)-1,4,7,10-tetraazacyclododecan-1,4,7-triyl)triacetate